(S)-2-fluoro-N'-((1,2,3,5,6,7-hexahydro-s-indacen-4-yl)carbamoyl)-4-((methylamino)methyl)benzenesulfonimidamide FC1=C(C=CC(=C1)CNC)[S@](=O)(N)=NC(NC1=C2CCCC2=CC=2CCCC12)=O